FC1=C(C=C(C=C1C)NC1=NC=C(C(=N1)NC=1C=C(C2=C(NC(O2)=O)C1)C)C)C 5-(2-(4-fluoro-3,5-dimethylphenylamino)-5-methylpyrimidin-4-ylamino)-7-methylbenzo[d]oxazol-2(3H)-one